C(C)OC=1C=2N(C=CN1)C=C(C2)NC(CCNC2=NC=CC1=CC=C(C=C21)C2=NOC(=N2)C)=O N-{1-ethoxypyrrolo[1,2-a]pyrazin-7-yl}-3-{[7-(5-methyl-1,2,4-oxadiazol-3-yl)isoquinolin-1-yl]amino}propanamide